1-(((R)-1-(3-amino-5-(trifluoromethyl)phenyl)ethyl)amino)-7-(3-(dimethylamino)pyrrolidine-1-yl)pyrido[3,4-d]pyridazin-4(3H)-one NC=1C=C(C=C(C1)C(F)(F)F)[C@@H](C)NC=1C2=C(C(NN1)=O)C=NC(=C2)N2CC(CC2)N(C)C